[C@H]1([C@@H](O)[C@@H](O)[C@H](O)[C@H](O1)CO)OCCNC(CN([C@@H](CCCCNC(CCCCC(=O)ON1C(CCC1=O)=O)=O)C(=O)NCCO[C@@H]1[C@@H](O)[C@@H](O)[C@H](O)[C@H](O1)CO)CC(NCCO[C@@H]1[C@@H](O)[C@@H](O)[C@H](O)[C@H](O1)CO)=O)=O 2,5-dioxopyrrolidin-1-yl (S)-6-{[5-{bis[2-({2-[(α-D-mannopyranosyl)oxy]ethyl}amino)-2-oxoethyl]amino}-6-({2-[(α-D-mannopyranosyl)oxy]ethyl}amino)-6-oxohexyl]amino}-6-oxohexanoate